(Z)-1-(2-chloro-5-fluorophenyl)-N-((1-methyl-5-(trifluoromethyl)-1H-pyrazole-3-carbonyl)oxy)cyclopropane-1-carboximidamide ClC1=C(C=C(C=C1)F)C1(CC1)/C(/NOC(=O)C1=NN(C(=C1)C(F)(F)F)C)=N/[H]